[Si](C)(C)(C(C)(C)C)OCC1N(CCN(C1)C1=NC=2CCN(CC2C=C1)C(CC1CCCC1)=O)C(=O)[O-] 2-(((tert-butyldimethylsilyl)oxy)methyl)-4-(6-(2-cyclopentylacetyl)-5,6,7,8-tetrahydro-1,6-naphthyridin-2-yl)piperazine-1-carboxylate